C(#N)N1C(CCC1)C1=NOC(=N1)C=1C=C(C=CC1)C1=CC=C(C=C1)C(=O)N 3'-(3-(1-Cyanopyrrolidin-2-yl)-1,2,4-oxadiazol-5-yl)-[1,1'-biphenyl]-4-carboxamide